(sulfooxy)acetic acid S(=O)(=O)(O)OCC(=O)O